3-(4-tert-butylcyclopent-1-en-1-yl)-2-methylpropanal C(C)(C)(C)C1CC=C(C1)CC(C=O)C